C(C)(C)(C)C=1N=C(SC1)NC(COC1=CC=C2C(=NN(C2=C1)C)C1C(NC(CC1)=O)=O)=O N-(4-(Tert-butyl)thiazol-2-yl)-2-((3-(2,6-dioxopiperidin-3-yl)-1-methyl-1H-indazol-6-yl)oxy)acetamide